CC=1C(=NC=C(C(=O)NC2=CC(=NC=C2)C(F)(F)F)C1)C1=C2C=CNC(C2=CC=C1)=O 5-methyl-6-(1-oxo-1,2-dihydroisoquinolin-5-yl)-N-(2-(trifluoromethyl)pyridin-4-yl)nicotinamide